N1=CC(=CC=C1)C(C=C)=O 1-(pyridin-3-yl)prop-2-en-1-one